2-(tert-Butoxycarbonyl)-1-((benzyloxy)methyl)-2-azabicyclo[2.1.1]Hexane-4-carboxylic acid methyl ester COC(=O)C12CN(C(C1)(C2)COCC2=CC=CC=C2)C(=O)OC(C)(C)C